(R)-3-amino-1-oxa-8-azaspiro[4.5]decane-8-carboxylic acid tert-butyl ester C(C)(C)(C)OC(=O)N1CCC2(C[C@H](CO2)N)CC1